Cl.C[C@@H]1[C@H](C1)N (1S,2S)-2-Methylcyclopropanamine hydrochloride